(isopropylamino)-3-((3-morpholinopyrazin-2-yl)oxy)propan-2-ol C(C)(C)NCC(COC1=NC=CN=C1N1CCOCC1)O